N1(N=CN=C1)[C@H]1CN(CC1)C(=O)OC(C)(C)C tert-butyl (R)-3-(1H-1,2,4-triazol-1-yl)pyrrolidin-1-carboxylate